(S)-2-((E)-3-(3-chloro-2-fluoro-6-(1H-tetrazol-1-yl)phenyl)acrylamido)-3-(4-((R)-3-Hydroxypyrrolidine-1-amido)phenylpropionamido)benzoic acid ClC=1C(=C(C(=CC1)N1N=NN=C1)/C=C/C(=O)NC1=C(C(=O)O)C=CC=C1NC(CCC1=CC=C(C=C1)NC(=O)N1C[C@@H](CC1)O)=O)F